N-[2-(5-chloro-1,3-benzoxazol-2-yl)-2-azaspiro[3.4]octan-6-yl]-5-(trifluoromethyl)furan-2-carboxamide ClC=1C=CC2=C(N=C(O2)N2CC3(C2)CC(CC3)NC(=O)C=3OC(=CC3)C(F)(F)F)C1